OC(C(C1=NC=C(C=C1)OCC(CCC)C)NC(OCCCC)=O)(C)C butyl (2-hydroxy-2-methyl-1-(5-((2-methylpentyl)oxy)pyridin-2-yl)propyl)carbamate